COC(C1=CC(=C(C=C1)C1CC1)S(NC1=C(C=C(C(=C1)C1=CC=NS1)Cl)OC1CC(C1)(F)F)(=O)=O)=O 3-(N-(4-chloro-2-(3,3-difluorocyclobutoxy)-5-(isothiazol-5-yl)phenyl)sulfamoyl)-4-cyclopropylbenzoic acid methyl ester